CN(C)[Hf](N(C)C)(N(C)C)N(C)C tetrakis-(dimethylamino)hafnium